C(C)(C)C1=C(NC2=CC=C(C=C12)C=1SC=C(N1)C)C1=CC(=NC=C1)C 2-(3-isopropyl-2-(2-methylpyridin-4-yl)-1H-indol-5-yl)-4-methylthiazole